diphenol triflate OS(=O)(=O)C(F)(F)F.C1(=CC=CC=C1)O.C1(=CC=CC=C1)O